BrC=1C=CC=2N(C1)N=C(N2)Cl 6-bromo-2-chloro-[1,2,4]triazolo[1,5-a]pyridine